ClC1=NN2C(N=CC3=C2CCC3C(=O)NC=3C=NC(=C(C3)Cl)N3N=CC=N3)=C1 2-chloro-N-(5-chloro-6-(2H-1,2,3-triazol-2-yl)pyridin-3-yl)-7,8-dihydro-6H-cyclopenta[e]pyrazolo[1,5-a]pyrimidine-6-carboxamide